[(1S)-5-chloroindan-1-yl]-4-(trifluoromethylsulfonylamino)benzamide ClC=1C=C2CC[C@@H](C2=CC1)C1=C(C(=O)N)C=CC(=C1)NS(=O)(=O)C(F)(F)F